(R)-2,5,7-trimethyl-6-((1-(4-(2-((4-methylpiperazin-1-yl)methyl)pyrimidin-5-yl)phenyl)pyrrolidin-3-yl)methyl)-[1,2,4]triazolo[1,5-a]pyrimidine CC1=NN2C(N=C(C(=C2C)C[C@H]2CN(CC2)C2=CC=C(C=C2)C=2C=NC(=NC2)CN2CCN(CC2)C)C)=N1